C(#N)C=1C=C(C(=NC1)C(=O)NC=1C=C2C(=NNC2=CC1)C1=CC(=C(C=C1)C)C)C 5-Cyano-N-(3-(3,4-dimethylphenyl)-1H-indazol-5-yl)-3-methylpicolinamide